N-2-(4-hydroxy-3-methoxy-phenyl)ethylamid OC1=C(C=C(C=C1)CC[NH-])OC